C(C1=CC=CC=C1)C1CN2C(C(O1)(C)C)=CC(=C2C(C)C)C(=O)OCC Ethyl 3-benzyl-6-isopropyl-1,1-dimethyl-3,4-dihydro-1H-pyrrolo[2,1-c][1,4]Oxazine-7-carboxylate